CN(CCCCCCCCCCCCCCCCCCCCC(=O)[NH-])C N-(3-dimethylaminopropyl)stearoyl-amide